FC1(CC(C1)C1=NN(C(=C1C(C)C)NC(OC[C@H]1[C@@H](C1)F)=O)C)F ((1S,2R)-2-fluorocyclopropyl)methyl (3-(3,3-difluorocyclobutyl)-4-isopropyl-1-methyl-1H-pyrazol-5-yl)carbamate